8-Methyl-N-{[(2S)-oxolan-2-yl]methyl}-2-[2-(pyridin-3-yl)propan-2-yl]-4,5-dihydro-2H-furo[2,3-g]indazol-7-carboxamid CC1=C(OC=2CCC3=CN(N=C3C21)C(C)(C)C=2C=NC=CC2)C(=O)NC[C@H]2OCCC2